(5-(((cis)-2-(3-(6-meth-oxypyridin-3-yl)azetidin-1-yl)cyclopentyl)oxy)-1-oxo-isoindolin-2-yl)piperidine-2,6-dione COC1=CC=C(C=N1)C1CN(C1)[C@@H]1[C@@H](CCC1)OC=1C=C2CN(C(C2=CC1)=O)N1C(CCCC1=O)=O